C=1C=CC2=COC=3C=CC=CC3C21 Cyclopenta[c]chromen